(R)-1-chloro-3-(4-(2-(4-((S)-2-hydroxy-3-(piperazin-1-yl)propoxy)phenyl)propan-2-yl)-2-iodophenoxy)propan-2-ol ClC[C@@H](COC1=C(C=C(C=C1)C(C)(C)C1=CC=C(C=C1)OC[C@H](CN1CCNCC1)O)I)O